FC(C1=NN=C(O1)C1=CC=C(CN(S(=O)(=O)C)C=2SC=3CN(CCC3N2)C)C=C1)F N-(4-(5-(difluoromethyl)-1,3,4-oxadiazol-2-yl)benzyl)-N-(5-methyl-4,5,6,7-tetrahydrothiazolo[5,4-c]pyridin-2-yl)methanesulfonamide